2-(2-{[4-ethyl-5-(2-methylfuran-3-yl)-4H-1,2,4-triazol-3-yl]sulfanyl}propanamido)-4H,5H,6H-cyclopenta[b]thiophene-3-carboxamide C(C)N1C(=NN=C1C1=C(OC=C1)C)SC(C(=O)NC1=C(C2=C(S1)CCC2)C(=O)N)C